NCCC(=O)NCCC1=CC(O)=C(O)C=C1 N-beta-alanyldopamine